laurylether phosphate P(=O)(O)(O)O.C(CCCCCCCCCCC)OCCCCCCCCCCCC